4-chloro-3-(2,2,2-trifluoroethoxy)benzonitrile ClC1=C(C=C(C#N)C=C1)OCC(F)(F)F